tert-butyl 6-(5-(((5-fluoro-2,3-dihydrobenzofuran-4-yl)methyl)amino)pyrido[3,4-d]pyridazin-8-yl)-3,4-dihydroisoquinoline-2(1H)-carboxylate FC=1C=CC2=C(CCO2)C1CNC1=NC=C(C=2C1=CN=NC2)C=2C=C1CCN(CC1=CC2)C(=O)OC(C)(C)C